OC(C)(CCC)C1=NC2=CC=CC=C2C(N1)=O 2-(2-hydroxypentan-2-yl)quinazolin-4(3H)-one